rac-(1r,3s)-3-(trifluoromethyl)cyclohexane-1-amine hydrochloride Cl.FC([C@@H]1C[C@@H](CCC1)N)(F)F |r|